phosphonium para-toluenesulfonate CC1=CC=C(C=C1)S(=O)(=O)[O-].[PH4+]